NC=1C=2N(C=CN1)C(=NC2C2=CC=C(C(=O)NC1=NC=CC(=C1)CCC)C=C2)[C@H](C)N(C(\C=C\CN(C)C)=O)C (S,E)-4-(8-amino-3-(1-(4-(dimethylamino)-N-methylbut-2-enamido)ethyl)imidazo[1,5-a]pyrazin-1-yl)-N-(4-propylpyridin-2-yl)benzamide